C(N)(=O)C=1C=C2OC[C@@H](N3C(=NC(C1)=C32)NC(=O)C3=CC(=NN3CC)C)CCCNC(OC(C)(C)C)=O tert-Butyl (S)-(3-(7-carbamoyl-2-(1-ethyl-3-methyl-1H-pyrazole-5-carboxamido)-3,4-dihydro-5-oxa-1,2a-diazaacenaphthylen-3-yl)propyl)carbamate